CC([C@H](C)NC(=O)C=1C=C2CN(C(C2=CC1)=O)C1C(NC(CC1)=O)=O)(C)C N-((S)-3,3-dimethylbutan-2-yl)-2-(2,6-dioxopiperidin-3-yl)-1-oxoisoindoline-5-carboxamide